C(#N)C=1C=NN2C1C(=CC(=C2)C=2C=NN(C2)C)C=2C=CC(=NC2)N2C[C@@H]1C([C@@H]1C2)CNC(C2=NC=CC=C2C(F)(F)F)=O N-(((1R,5S,6s)-3-(5-(3-cyano-6-(1-methyl-1H-pyrazol-4-yl)pyrazolo[1,5-a]pyridin-4-yl)pyridin-2-yl)-3-azabicyclo[3.1.0]hexan-6-yl)methyl)-3-(trifluoromethyl)picolinamide